O=C1N=CC=2C(=CC=CC12)C#N 1-oxoisoindole-4-carbonitrile